ClC1=CC(=C(C=C1)[C@@H]1OC2=C(C=CC=C2C=C1)C1CCN(CC1)CC1N(C2=C(N1)C=C(C=C2)C(=O)O)C[C@H]2OCC2)F 2-((4-((R)-2-(4-chloro-2-fluorophenyl)-2H-chromene-8-yl)piperidin-1-yl)methyl)-3-(((S)-oxetan-2-yl)methyl)-1H-benzo[d]imidazole-6-carboxylic acid